(N-[4-amino-5-(1-phenyltriazole-4-carbonyl)thiazol-2-yl]-4-fluoro-anilino)propanamide NC=1N=C(SC1C(=O)C=1N=NN(C1)C1=CC=CC=C1)N(C1=CC=C(C=C1)F)C(C(=O)N)C